CN(C(=O)NC1=CC=CC=C1)C1=CC=CC=C1 N-methyl-N,N'-diphenyl-urea